C1(CC1)C=1C=C2CCN3C(C2=CC1)=CC(=NC3=O)OCC3OCCOC3 9-Cyclopropyl-2-([1,4]dioxan-2-ylmethoxy)-6,7-dihydro-pyrimido[6,1-a]isoquinolin-4-one